O1C(OCC1)C1CCN(CC1)C=1C=CC(=C(N)C1)[N+](=O)[O-] 5-(4-(1,3-Dioxolan-2-yl)piperidin-1-yl)-2-nitroaniline